(R)-3-aminobutanoic acid N[C@@H](CC(=O)O)C